N-(4-(4-(2-(4,4-difluoropiperidin-1-yl)-6-methylpyrimidin-4-yl)-1H-1,2,3-triazol-1-yl)-3-(6-azaspiro[2.5]oct-6-yl)phenyl)-2-hydroxyethane-1-sulfonamide FC1(CCN(CC1)C1=NC(=CC(=N1)C=1N=NN(C1)C1=C(C=C(C=C1)NS(=O)(=O)CCO)N1CCC2(CC2)CC1)C)F